2-Methoxyethyl 3-(4-(5-(2,3-dihydro-1H-inden-4-yl)-6-methoxy-1H-pyrazolo[4,3-b]pyridin-3-yl)-1H-pyrazol-1-yl)azetidine-1-carboxylate C1CCC2=C(C=CC=C12)C1=C(C=C2C(=N1)C(=NN2)C=2C=NN(C2)C2CN(C2)C(=O)OCCOC)OC